COC=1C=C(C=C(C1)OC)[C@H](C(=O)O)C (R)-2-(3,5-dimethoxyphenyl)propanoic acid